OCC1(CN(C1)CC(C(=O)O)=C)C 2-((3-(hydroxymethyl)-3-methylazetidin-1-yl)methyl)acrylic acid